(oxathiolane)-2,2-dioxide O1S(CCC1)(=O)=O